3,5-difluoro-2-nitro-pyridine FC=1C(=NC=C(C1)F)[N+](=O)[O-]